3,5,6-Trimethyl-3-cyclohexene CC=1CCC(C(C1)C)C